C1(=CC=CC=C1)[C@@H](C)NC1CCCC=2C3=CC(=CC=C3NC12)C=1CN(CC1)C(=O)OC(C)(C)C tert-butyl 3-(1-(((R)-1-phenylethyl)amino)-2,3,4,9-tetrahydro-1H-carbazol-6-yl)-2,5-dihydro-1H-pyrrole-1-carboxylate